C1=CC=CC=2C(C3=CC=CC=C3C(C12)=O)=O anti-anthraquinone